BrC=1C=C(C=C2N=CC(=NC12)N1CCN(CC1)C1=C(C=CC=C1)F)C 8-bromo-2-(4-(2-fluorophenyl)piperazin-1-yl)-6-methylquinoxaline